2-(2-bromo-6-hydroxypyridin-4-yl)acetic acid BrC1=NC(=CC(=C1)CC(=O)O)O